4-(2-methoxyphenyl)-6-methyl-N-{5-[2-(1H-pyrazol-1-yl)acetyl]-4H,5H,6H-pyrrolo[3,4-d][1,3]thiazol-2-yl}pyridine-3-carboxamide COC1=C(C=CC=C1)C1=C(C=NC(=C1)C)C(=O)NC=1SC2=C(N1)CN(C2)C(CN2N=CC=C2)=O